phenyl (3-chloro-5-cyano-4-methylphenyl)carbamate ClC=1C=C(C=C(C1C)C#N)NC(OC1=CC=CC=C1)=O